3-(3,4-dichlorophenyl)1,1-dimethylurea ClC=1C=C(C=CC1Cl)NC(N(C)C)=O